OCCN(CCCCCCCCCCCCCCCCCC)CCO bis(2-hydroxyethyl)octadecylamine